2-(5-(3-methyloxetan-3-yl)-1,3,4-oxadiazol-2-yl)-N-(4-(trifluoromethyl)phenyl)aniline CC1(COC1)C1=NN=C(O1)C1=C(NC2=CC=C(C=C2)C(F)(F)F)C=CC=C1